C1(CC1)C(=O)NC1=CC(=C2C(=N1)NC=C2)C=2C(CN(CC2)C(=O)NCC(F)(F)F)C 4-(6-(cyclopropanecarboxamido)-1H-pyrrolo[2,3-b]pyridin-4-yl)-3-methyl-N-(2,2,2-trifluoroethyl)-3,6-dihydropyridine-1(2H)-carboxamide